FC(OC1=CC(=C(OCC(=O)O)C=C1)C)F 2-(4-(difluoromethoxy)-2-methylphenoxy)acetic acid